1D-myo-inositol Hexakisphosphate C1(C(C(C(C(C1OP(=O)(O)O)OP(=O)(O)O)OP(=O)(O)O)OP(=O)(O)O)OP(=O)(O)O)OP(=O)(O)O